5,6-Dimethoxypyridine-carboxaldehyde COC=1C=CC(=NC1OC)C=O